N1C(C=CC2=CC=CC=C12)=O 2(1H)quinolinone